C(C)(C)(C)OC(=O)N1CC2(C1)CC(C2)C(=N)SC 6-[(methylthio)carbonimidoyl]-2-azaspiro[3.3]heptane-2-carboxylic acid tert-butyl ester